C(C=1C(O)=CC=CC1)OC=1C(C(=O)O)=CC=CC1.C(C=1C(O)=CC=CC1)(=O)O.C(C=1C(O)=CC=CC1)(=O)O salicylic ACID salicylate (SALICYL-SALICYLATE)